CC=1OC2=C(C1C(=O)N[C@@H]1CNCC1)C=C(C=C2)OCC=2C=NC=C(C2)C (S)-2-methyl-5-((5-methylpyridin-3-yl)methoxy)-N-(pyrrolidin-3-yl)benzofuran-3-carboxamide